FC=1C=C(C=CC1)S(=O)(=O)CC=1N=C2N(C=C(C=C2)C2=NOC(=N2)C(F)(F)F)C1 3-(2-(((3-fluorophenyl)sulfonyl)methyl)imidazo[1,2-a]pyridin-6-yl)-5-(trifluoromethyl)-1,2,4-oxadiazole